4-isobutyl-2-[3-(pyridazin-3-ylmethylamino)azetidin-1-yl]benzonitrile C(C(C)C)C1=CC(=C(C#N)C=C1)N1CC(C1)NCC=1N=NC=CC1